methyl (S)-2-amino-3-(8-(1,6-dimethyl-2-oxo-4-(trifluoromethyl)-1,2-dihydropyridin-3-yl)-3-(dimethylamino)quinolin-5-yl)propanoate N[C@H](C(=O)OC)CC1=C2C=C(C=NC2=C(C=C1)C=1C(N(C(=CC1C(F)(F)F)C)C)=O)N(C)C